N1(CCOCC1)C=1C=C(C=NC1)C(CC(=O)O)N1N=C(C=C1)CCCC1=NC=2NCCCC2C=C1 3-[5-(morpholin-4-yl)pyridin-3-yl]-3-{3-[3-(5,6,7,8-tetrahydro-1,8-naphthyridin-2-yl)propyl]-1H-pyrazol-1-yl}propanoic acid